The molecule is a member of the family of mitomycins that exhibits antibiotic and antitumour properties as well as a high level of toxicity. It has a role as a toxin, an antimicrobial agent, an antineoplastic agent and an alkylating agent. It is a mitomycin and an ether. It is a conjugate acid of a mitomycin A(1-). CC1=C(C(=O)C2=C(C1=O)N3C[C@H]4[C@@H]([C@@]3([C@@H]2COC(=O)N)OC)N4)OC